6''-bromo-8''-chloro-2''H-dispiro[cyclopropane-1,1'-cyclohexane-4',3''-imidazo[1,5-a]pyridine]-1'',5''-dione BrC1=CC(=C2N(C1=O)C1(NC2=O)CCC2(CC1)CC2)Cl